2-{[4-Chloro-3-(4,4,5,5-tetramethyl-[1,3,2]dioxaborolan-2-yl)-benzoyl]-methyl-amino-phenoxy}-butyric acid tert-butyl ester C(C)(C)(C)OC(C(CC)OC1=C(C(=C(C=C1)C(C1=CC(=C(C=C1)Cl)B1OC(C(O1)(C)C)(C)C)=O)C)N)=O